C(O)N1C(N(C(C1O)O)CO)=O 1,3-dimethylol-4,5-dihydroxyimidazolidin-2-one